NC1=C2C(N(C(C2=C(C=C1C(=O)N)Br)C1=C(C=CC(=C1)F)Cl)CC1=CC=C(C=C1)OC)=O 4-Amino-7-bromo-1-(2-chloro-5-fluorophenyl)-2-(4-methoxybenzyl)-3-oxoisoindoline-5-carboxamide